O=C1N(C(C2=CC=CC=C12)=O)CCCCCCCCN(C(=O)[C@@H]1CN(CCC1)C1=CN=CC2=CC=CC=C12)C=1C=CC(N(C1)CC(=O)OCC)=O Ethyl (S)-2-(5-(N-(8-(1,3-dioxoisoindolin-2-yl)octyl)-1-(isoquinolin-4-yl)piperidine-3-carboxamido)-2-oxopyridin-1(2H)-yl)acetate